1-ethylmethyl-3-methylimidazole tetrafluoroborate F[B-](F)(F)F.C(C)CN1CN(C=C1)C